ClC=1N=CC=2N=CN=C(C2N1)NC1=CC(=C(C=C1)OC1=CC=2N(N=C1)C=CN2)C 6-chloro-N-(4-imidazo[1,2-b]pyridazin-7-yloxy-3-methyl-phenyl)pyrimido[5,4-d]pyrimidin-4-amine